6-amino-N-[5-[3-(3,3-dimethylbutoxy)-5-fluorophenyl]-4-(2,6-dimethylphenyl)-1,3-thiazol-2-yl]pyridine-2-sulfonamide NC1=CC=CC(=N1)S(=O)(=O)NC=1SC(=C(N1)C1=C(C=CC=C1C)C)C1=CC(=CC(=C1)F)OCCC(C)(C)C